C1(CC1)C1=NC=NC=C1C1=C(OC2=C(N=CN=N2)N2C[C@@H](CC2)CN2CCC3(CC2)CCC(CC3)NC(=O)C=3SC=CN3)C=CC(=C1)F (S)-N-(3-((1-(6-(2-(4-cyclopropylpyrimidin-5-yl)-4-fluorophenoxy)-1,2,4-triazine-5-yl)pyrrolidin-3-yl)methyl)-3-azaspiro[5.5]undecane-9-yl)thiazole-2-carboxamide